(Z)-7-(5-(3-bromo-4-methoxybenzylidene)-2,4-dioxathiazolidin-3-yl)-N-hydroxyheptanamide BrC=1C=C(\C=C/2\ON(OS2)CCCCCCC(=O)NO)C=CC1OC